CN1N=CC=2C(=CC=CC12)C(=O)NC(C(=O)O)CCCOCCCC1=NC=2NCCCC2C=C1 2-(1-methyl-1H-indazole-4-carboxamido)-5-(3-(5,6,7,8-tetrahydro-1,8-naphthyridin-2-yl)propoxy)pentanoic acid